1-(2-aminoethyl)-1H-pyrrole NCCN1C=CC=C1